OC1=CC=C(CC2=NOC3=C2C(C=2C=CC=CC2C3=O)=O)C=C1 3-(4-hydroxybenzyl)-naphtho[2,3-d]isoxazole-4,9-dione